(3S)-1-[(4S)-7-(3,5-dimethylisoxazol-4-yl)-4-pyridin-2-yl-4,5-dihydroimidazo[1,5,4-de][1,4]benzoxazin-2-yl]pyrrolidin-3-amine trihydrochloride Cl.Cl.Cl.CC1=NOC(=C1C1=CC=C2C=3N([C@H](COC31)C3=NC=CC=C3)C(=N2)N2C[C@H](CC2)N)C